tert-butyl (R)-2,2-dimethyl-4-(prop-1-yn-1-yl)oxazolidine-3-carboxylate CC1(OC[C@H](N1C(=O)OC(C)(C)C)C#CC)C